4-(4-(2,5-Diazabicyclo[2.2.2]octan-2-yl)-8-fluoro-2-((tetrahydro-1H-pyrrolizin-7a(5H)-yl)methoxy)pyrido[4,3-d]pyrimidin-7-yl)-5-ethynyl-6-fluoronaphthalen-2-ol C12N(CC(NC1)CC2)C=2C1=C(N=C(N2)OCC23CCCN3CCC2)C(=C(N=C1)C1=CC(=CC2=CC=C(C(=C12)C#C)F)O)F